(R)-3-(1-(thietane-3-yl)piperidin-3-yl)azetidine-1-carboxylic acid tert-butyl ester C(C)(C)(C)OC(=O)N1CC(C1)[C@@H]1CN(CCC1)C1CSC1